ClC=1C=C2C(=NC(=NC2=C(C1C1=CC=CC2=C1N=C(S2)N)F)N2CC(C2)N2CCN(CC2)CC)N2CCNCC2 4-[6-chloro-2-[3-(4-ethylpiperazin-1-yl)azetidin-1-yl]-8-fluoro-4-piperazin-1-yl-quinazolin-7-yl]-1,3-benzothiazol-2-amine